Tert-butyl 4-(5-methoxy-3-methyl-2-oxo-2,3-dihydro-1H-benzo[d]imidazol-4-yl)-5,6-dihydropyridine-1(2H)-carboxylate COC1=C(C2=C(NC(N2C)=O)C=C1)C1=CCN(CC1)C(=O)OC(C)(C)C